C([AlH]C(O)(C(=O)O)CC(=O)O)(=O)O alumina-citric acid